C1(=CC=CC=C1)C(=S)N(NC(CC(=O)NN(C)C(=S)C1=CC=CC=C1)=O)C 1-N',3-N'-bis(benzenecarbonothioyl)-1-N',3-N'-dimethylpropanedihydrazide